4-(1-(2-Fluoro-4-(7-methyl-2,7-diazaspiro[3.5]-nonan-2-yl)phenyl)-2-methyl-1H-imidazol-4-yl)-N-(1-(methylsulfonyl)-piperidin-4-yl)-5-(trifluoromethyl)-pyrimidin-2-amine FC1=C(C=CC(=C1)N1CC2(C1)CCN(CC2)C)N2C(=NC(=C2)C2=NC(=NC=C2C(F)(F)F)NC2CCN(CC2)S(=O)(=O)C)C